6-(Imidazo[1,2-a]pyridin-3-carbonyl)-N-(3-((4-(oxetan-3-yl)piperazin-1-yl)methyl)-5-(trifluoromethyl)phenyl)-4,5,6,7-tetrahydrothieno[2,3-c]pyridin-3-carboxamid N=1C=C(N2C1C=CC=C2)C(=O)N2CC1=C(CC2)C(=CS1)C(=O)NC1=CC(=CC(=C1)C(F)(F)F)CN1CCN(CC1)C1COC1